ethyl-2-(4-(trifluoromethyl)phenyl)-5-(3,4,5-trimethoxyphenyl)oxazole-4-carboxamide C(C)NC(=O)C=1N=C(OC1C1=CC(=C(C(=C1)OC)OC)OC)C1=CC=C(C=C1)C(F)(F)F